1-isopropyl-N-(3-methyl-1,1-dioxidothietan-3-yl)-3-(5-(trifluoromethoxy)pyridin-3-yl)-1H-pyrazolo[4,3-b]pyridine-6-carboxamide C(C)(C)N1N=C(C2=NC=C(C=C21)C(=O)NC2(CS(C2)(=O)=O)C)C=2C=NC=C(C2)OC(F)(F)F